O=C1NC(CCC1N1C(C2=CC=C(C=C2C1=O)NCCOCCOCCNC(OC(C)(C)C)=O)=O)=O Tert-butyl N-[2-[2-[2-[[2-(2,6-dioxo-3-piperidyl)-1,3-dioxo-isoindolin-5-yl]amino]ethoxy] ethoxy]ethyl]carbamate